2-(1,5-dimethylpiperidin-3-yl)-6-((2R,5S)-5-methylpiperidin-2-yl)-2H-indazole CN1CC(CC(C1)C)N1N=C2C=C(C=CC2=C1)[C@@H]1NC[C@H](CC1)C